CC=1C=CC=2NC3=CC=CC=C3OC2C1 3-methyl-phenoxazine